O1[C@@H]2CN([C@H](C3=C1C=CC=C3)C2)C(=O)C2(CCCC2)F [(2S,5S)-2,3-dihydro-2,5-methano-1,4-benzoxazepin-4(5H)-yl](1-fluorocyclopentyl)methanone